(1S,2S)-N-(5-(5-chloro-7-((cyanomethyl)thio)-6-fluoro-1H-indazol-4-yl)pyrazolo[1,5-a]pyridin-2-yl)-2-fluorocyclopropane-1-carboxamide ClC=1C(=C2C=NNC2=C(C1F)SCC#N)C1=CC=2N(C=C1)N=C(C2)NC(=O)[C@H]2[C@H](C2)F